IC1=NN(C2=CC(=CC=C12)I)C1OCCCC1 3,6-diiodo-1-(tetrahydro-2H-pyran-2-yl)-1H-indazole